4-(3-fluorophenyl)-4H-1,2,4-triazole-3-thiol FC=1C=C(C=CC1)N1C(=NN=C1)S